N-cyclopropyl-4-morpholino-2-[(2E)-2-(m-tolylmethylene)hydrazino]pyrrolo[2,1-f][1,2,4]triazine-6-carboxamide C1(CC1)NC(=O)C=1C=C2C(=NC(=NN2C1)N/N=C/C=1C=C(C=CC1)C)N1CCOCC1